COC(=O)C=1C=C2C=NC=NC2=CC1 methylquinazoline-6-carboxylate